ClC(COC(=O)NC1=C2C(=NC3=C1CCC3)C(CC2)C(=O)OCC)(Cl)Cl ethyl 8-(((2,2,2-trichloroethoxy)carbonyl)amino)-1,2,3,5,6,7-hexahydrodicyclopenta[b,e]pyridine-3-carboxylate